Br[C@@H]1C(=O)O[C@H](C1)C trans-α-bromo-γ-valerolactone